2-{1-[2-(2,3-Dihydro-benzofuran-5-yl)-ethyl]-pyrrolidin-3-yl}-2,2-diphenylacetamide O1CCC2=C1C=CC(=C2)CCN2CC(CC2)C(C(=O)N)(C2=CC=CC=C2)C2=CC=CC=C2